COC1=CC=C2CC(C(C2=C1)=COC)(C)C 6-methoxy-1-(methoxymethylene)-2,2-dimethyl-2,3-dihydro-1H-indene